2-(2-(ethylsulfonamido)pyrimidin-4-yl)-2-methyl-N-(4-(6-(trifluoromethyl)pyrazin-2-yl)phenyl)propanamide C(C)S(=O)(=O)NC1=NC=CC(=N1)C(C(=O)NC1=CC=C(C=C1)C1=NC(=CN=C1)C(F)(F)F)(C)C